{4-[(2S)-5-(carbamoylamino)-2-[(2S)-2-[6-(2,5-dioxo-2,5-dihydro-1H-pyrrol-1-yl)hexanamido]-3-methylbutanamido]pentanamido]phenyl}methyl 4-nitrophenyl carbonate C(OCC1=CC=C(C=C1)NC([C@H](CCCNC(N)=O)NC([C@H](C(C)C)NC(CCCCCN1C(C=CC1=O)=O)=O)=O)=O)(OC1=CC=C(C=C1)[N+](=O)[O-])=O